FS(C1=CC=C(C=N1)B(O)O)(F)(F)(F)F [6-(pentafluoro-sulfanyl)pyridin-3-yl]boronic acid